C(C=C)N(C=1C=C(C=CC1)NC1=NC=C(C(=N1)C=1C=C(C=CC1OC)NC(OCC=CC(C)(C)C)=O)F)C(=O)OC(C)(C)C tert-butylallyl (3-(2-((3-(allyl(tert-butoxycarbonyl)amino)phenyl)amino)-5-fluoropyrimidin-4-yl)-4-methoxyphenyl)carbamate